ClC=1C(=NC(=NC1)N1CCNC(CC1)C(C)C)NC=1C=C2C=NNC2=CC1 N-(5-chloro-2-(5-isopropyl-1,4-diazepan-1-yl)pyrimidin-4-yl)-1H-indazol-5-amine